CC1(OC2=CC=C3C(=C2C=C1)OC(=C3)C(\C=C\C3=CC=C(C=C3)OC)=O)C (E)-1-(7,7-dimethyl-7H-furo[2,3-f]chromen-2-yl)-3-(4-methoxyphenyl)prop-2-en-1-one